tert-butyl 5-hydroxy-1,3,3a,4,5,6,7,7a-octahydroisoindole-2-carboxylate OC1CC2CN(CC2CC1)C(=O)OC(C)(C)C